C(C)(C)N1N=CC(=C1C)C1=NC=2C(=NC=CC2C=2C=CC3=C(CCCCC3NC(=O)C3=NOC(=N3)C(C)(C)C)C2)N1 5-tert-Butyl-[1,2,4]oxadiazole-3-carboxylic acid {2-[2-(1-isopropyl-5-methyl-1H-pyrazol-4-yl)-3H-imidazo[4,5-b]pyridin-7-yl]-6,7,8,9-tetrahydro-5H-benzocyclohepten-5-yl}-amide